C(CCCCCO)O 1,6-hex-anediol